(S)-2-[(o-ethoxyphenoxy)methyl]-4-morpholinecarboxylic acid 1-[(S)-2-amino-3-methylbutoxy]-2-methylpropyl ester hydrochloride Cl.N[C@H](COC(C(C)C)OC(=O)N1C[C@H](OCC1)COC1=C(C=CC=C1)OCC)C(C)C